4-((5-chlorothiazol-2-yl)oxy)benzonitrile ClC1=CN=C(S1)OC1=CC=C(C#N)C=C1